C(C)OC(C)N1N=CC(=C1)C1=CC=2N(C=C1F)N=C(N2)N 7-(1-(1-ethoxyethyl)-1H-pyrazol-4-yl)-6-fluoro-[1,2,4]triazolo[1,5-a]pyridin-2-amine